C(C)(C)(C)OC(=O)N1C[C@@H](N(CC1)C1=C2C(=NC=N1)N(N=C2C2CCOCC2)C2=CC=CC=C2)C (S)-3-methyl-4-(1-phenyl-3-(tetrahydro-2H-pyran-4-yl)-1H-pyrazolo[3,4-d]pyrimidin-4-yl)piperazine-1-carboxylic acid tert-butyl ester